(R)-5-(6-(3-fluoropyrrolidin-1-yl)pyridin-3-yl)-1H-pyrazole-3-carbaldehyde F[C@H]1CN(CC1)C1=CC=C(C=N1)C1=CC(=NN1)C=O